O1C(=NN=C1)C=1C=CC(=NC1)N1CCN(CC1)CC1=CN=C2C=C(C(NC2=C1)=O)CC 7-((4-(5-(1,3,4-oxadiazol-2-yl)pyridin-2-yl)piperazin-1-yl)methyl)-3-ethyl-1,5-naphthyridin-2(1H)-one